5-amino-1-(4-carboxyl-phenyl)-tetrazolium nickel [Ni+2].NC=1N=NN[N+]1C1=CC=C(C=C1)C(=O)O